N1C(=CC=C1)C1=C(C=C(C=C1)C(F)(F)F)NS(=O)(=O)C=1C=C(C(=O)O)C=CC1CC 3-(N-(2-(pyrrol-2-yl)-5-(trifluoromethyl)phenyl)sulfamoyl)-4-ethylbenzoic Acid